7-bromo-6-fluoro-3,4-dihydroisoquinoline-2(1H)-carboxylic acid tert-butyl ester C(C)(C)(C)OC(=O)N1CC2=CC(=C(C=C2CC1)F)Br